ClC1=C(C=C2C(C(=CN(C2=N1)C(C)C)C=O)=O)F 7-chloro-6-fluoro-4-oxo-1-(propan-2-yl)-1,4-dihydro-1,8-naphthyridine-3-carbaldehyde